N-[3-[2-(difluoromethoxy)-5-[3-(3-hydroxy-1-methyl-azetidin-3-yl)phenoxy]phenyl]-1-methyl-pyrazol-4-yl]pyrazolo[1,5-a]pyrimidine-3-carboxamide FC(OC1=C(C=C(C=C1)OC1=CC(=CC=C1)C1(CN(C1)C)O)C1=NN(C=C1NC(=O)C=1C=NN2C1N=CC=C2)C)F